1,4-di(4-pyridyl)benzene N1=CC=C(C=C1)C1=CC=C(C=C1)C1=CC=NC=C1